C(C)(C)(C)OC(=O)N(S(=O)(=O)C)CC1C(CN(C1)C(=O)OCC1=CC=CC=C1)(C)C benzyl 4-[[tert-butoxycarbonyl (methanesulfonyl) amino] methyl]-3,3-dimethyl-pyrrolidine-1-carboxylate